ethylenedipalmitamide C(CCCCCCCCCCCCCCCCC(=O)N)CCCCCCCCCCCCCCCC(=O)N